Cl.NC=1N=CC(=NC1)C1=CC(=C(C=C1)NC(=O)C=1C(=NOC1C)C1=CC=CC=C1)OC [4-(5-Aminopyrazin-2-yl)-2-methoxy-phenyl]-5-methyl-3-phenyl-isoxazole-4-carboxamide hydrochloride